C[C@@H]1C(=CC2=CC=C(C=C2C1)OCCCC(F)(F)F)CN1CC(C1)C(=O)O 1-[[(3S)-3-methyl-6-(4,4,4-trifluorobutoxy)-3,4-dihydronaphthalene-2-yl]methyl]azetidine-3-carboxylic acid